tert-butyl (1R,5S)-3-(7-bromo-6-chloro-2-(2,2-dimethoxyethoxy)-8-fluoroquinazolin-4-yl)-3,8-diazabicyclo[3.2.1]octane-8-carboxylate BrC1=C(C=C2C(=NC(=NC2=C1F)OCC(OC)OC)N1C[C@H]2CC[C@@H](C1)N2C(=O)OC(C)(C)C)Cl